3-(difluoromethyl)azetidine hydrochloride Cl.FC(C1CNC1)F